3-dodecyl-1-(1,2,2,6,6-pentamethyl-4-piperidyl)pyrrolidine-2,5-di-one C(CCCCCCCCCCC)C1C(N(C(C1)=O)C1CC(N(C(C1)(C)C)C)(C)C)=O